ClCC(COC1=C(C=C(C=C1)C(C)(C)C1=CC(=C(C=C1)OCC(CS(=O)(=O)CC)O)Cl)Cl)O 1-chloro-3-(2-chloro-4-(2-(3-chloro-4-(2-hydroxy-3-(ethylsulfonyl)propoxy)phenyl)propan-2-yl)phenoxy)propan-2-ol